2-oxo-1,2-dihydropyridine-3,4-dicarboxylic acid O=C1NC=CC(=C1C(=O)O)C(=O)O